NC=1C2=C(N=CN1)N(C(=C2C2=CC(=C(C=C2)N=S2(CCCCC2)=O)F)C=2C=C(C=CC2F)NC(C(=C)C)=O)C N-(3-(4-amino-5-(3-fluoro-4-((1-oxotetrahydro-2H-1λ6-thiopyran-1-ylidene)amino)phenyl)-7-methyl-7H-pyrrolo[2,3-d]pyrimidin-6-yl)-4-fluorophenyl)methacrylamide